2-(dimethylamino)ethyl 4-{[6-(5-chloro-2-fluorophenyl)-2H,3H,4H-pyrido[3,2-b][1,4]-oxazin-8-yl]amino}pyridine-3-carboxylate ClC=1C=CC(=C(C1)C=1C=C(C=2OCCNC2N1)NC1=C(C=NC=C1)C(=O)OCCN(C)C)F